(2-(dimethylamino)-2-oxoethyl)zinc (II) bromide [Br-].CN(C(C[Zn+])=O)C